(R)-2-((1H-pyrrolo[2,3-b]pyridin-5-yl)oxy)-4-(2-(2-(2-cyclopropylphenyl)pyrrolidin-1-yl)-7-azaspiro[3.5]nonan-7-yl)benzoic acid N1C=CC=2C1=NC=C(C2)OC2=C(C(=O)O)C=CC(=C2)N2CCC1(CC(C1)N1[C@H](CCC1)C1=C(C=CC=C1)C1CC1)CC2